C1(CCCC(CCC1)O)O Cyclooctane-1,5-diol